5-Bromo-7-nitro-1H-benzo[d]imidazole BrC1=CC2=C(NC=N2)C(=C1)[N+](=O)[O-]